C1(CC1)C1=NC=NC(=C1C=1N=CC2=C(N1)C(=CN2)CC2=CC(=C(C=C2)C=2N(C=C(N2)C(F)(F)F)C)F)OC 2-(4-cyclopropyl-6-methoxy-pyrimidin-5-yl)-7-[[3-fluoro-4-[1-methyl-4-(trifluoromethyl)imidazol-2-yl]phenyl]methyl]-5H-pyrrolo[3,2-d]pyrimidine